3-chloro-N-[(4S,5S)-7-ethyl-4-(4-fluorophenyl)-3-methyl-6-oxo-1-phenyl-1H,4H,5H,6H,7H-pyrazolo[3,4-b]pyridin-5-yl]benzamide ClC=1C=C(C(=O)N[C@H]2[C@H](C3=C(N(C2=O)CC)N(N=C3C)C3=CC=CC=C3)C3=CC=C(C=C3)F)C=CC1